2-(7-Chloro-1H-benzo[d]imidazole-2-carbonyl)-4-methyl-1,2,3,4-tetrahydropyrrolo[1,2-a]pyrazine-6-carbonitrile ClC1=CC=CC2=C1NC(=N2)C(=O)N2CC=1N(C(C2)C)C(=CC1)C#N